3-((1,3,4-Oxadiazol-2-yl)amino)-5-fluorobenzonitrile O1C(=NN=C1)NC=1C=C(C#N)C=C(C1)F